3-(7-bromo-5-((4-(4-(6-(6-((R)-2-(3-fluorophenyl)pyrrolidin-1-yl)imidazo[1,2-b]pyridazin-3-yl)pyridin-2-yl)piperazin-1-yl)piperidin-1-yl)methyl)-1-oxoisoindoline-2-yl)piperidin BrC=1C=C(C=C2CN(C(C12)=O)C1CNCCC1)CN1CCC(CC1)N1CCN(CC1)C1=NC(=CC=C1)C1=CN=C2N1N=C(C=C2)N2[C@H](CCC2)C2=CC(=CC=C2)F